CC1=C(C=C(C=C1)NC(=O)N1C[C@@H](CC1)CC(F)(F)F)C1=CC(=NC(=C1)N1CCOCC1)C=1CN(CC1)C(=O)OC(C)(C)C tert-butyl 3-(4-[2-methyl-5-[(3S)-3-(2,2,2-trifluoroethyl)pyrrolidine-1-carbonylamino]phenyl]-6-(morpholin-4-yl)pyridin-2-yl)-2,5-dihydropyrrole-1-carboxylate